O=C1N(CC2=CC(=CC=C12)C(=O)N1CC2(C3=CC=CC=C13)CCC2)C2CNCCC2 3-(1-oxo-5-(spiro[cyclobutane-1,3'-indoline]-1'-carbonyl)isoindolin-2-yl)piperidine